sodium pyrosulphite S(=O)(=O)([O-])S(=O)[O-].[Na+].[Na+]